(S)-3-hydroxy-2-((4-(5-(2-methyl-[1,1'-biphenyl]-3-yl)-1,3,4-oxadiazol-2-yl)benzyl)amino)propanamide OC[C@@H](C(=O)N)NCC1=CC=C(C=C1)C=1OC(=NN1)C=1C(=C(C=CC1)C1=CC=CC=C1)C